(1-(7-Methoxyquinolin-5-yl)cyclopropyl)-2-methyl-5-(pyridin-4-yloxy)benzamide COC1=CC(=C2C=CC=NC2=C1)C1(CC1)C=1C(=C(C(=O)N)C=C(C1)OC1=CC=NC=C1)C